(R)-2-(5-(2-((2,3-dihydro-1H-inden-2-yl)amino)pyrimidin-5-yl)-1,3,4-oxadiazin-2-yl)-2-fluoro-1-(1,4,6,7-tetrahydro-5H-[1,2,3]triazolo[4,5-c]pyridine-5-yl)propan-1-one C1C(CC2=CC=CC=C12)NC1=NC=C(C=N1)C=1N=NC(OC1)[C@@](C(=O)N1CC2=C(CC1)NN=N2)(C)F